O=C1NC(CCC1N1C(C2=CC=CC(=C2C1)CCCOCCOCCOCCC(=O)O)=O)=O 3-[2-[2-[3-[2-(2,6-dioxo-3-piperidyl)-1-oxo-isoindolin-4-yl]propoxy]ethoxy]ethoxy]propanoic acid